2-ethyl-5,8-difluoro-3-((5-(trifluoromethyl)pyridin-2-yl)methyl)naphthalene-1,4-dione C(C)C=1C(C2=C(C=CC(=C2C(C1CC1=NC=C(C=C1)C(F)(F)F)=O)F)F)=O